N-(6-bromopyridin-2-yl)-7-isopropoxy-2-(1-methyl-2-oxabicyclo[2.1.1]hex-4-yl)imidazo[1,2-a]pyrimidine-6-carboxamide BrC1=CC=CC(=N1)NC(=O)C=1C(=NC=2N(C1)C=C(N2)C21COC(C2)(C1)C)OC(C)C